8-[(1R)-1-aminoethyl]-7-fluoro-3,6-dimethyl-2-morpholino-quinazolin-4-one N[C@H](C)C=1C(=C(C=C2C(N(C(=NC12)N1CCOCC1)C)=O)C)F